FC=1C(=C(C(=C2C(=C(C(=C(C12)[B-](C1=C(C(=C(C2=C(C(=C(C(=C12)F)F)F)F)F)F)F)(C1=C(C(=C(C2=C(C(=C(C(=C12)F)F)F)F)F)F)F)C1=C(C(=C(C2=C(C(=C(C(=C12)F)F)F)F)F)F)F)F)F)F)F)F)F.[Br-].[Mg+2] magnesium bromide tetrakis(heptafluoronaphthyl)borate